C1(=CC=CC=C1)C#CC1=C(C#N)C=CC=N1 2-(Phenylethynyl)nicotinonitrile